N,N-dibenzylethane-1,2-diamine C(C1=CC=CC=C1)N(CCN)CC1=CC=CC=C1